palladium (II) Bis(trifluoromethansulfonat) FC(S(=O)(=O)[O-])(F)F.FC(S(=O)(=O)[O-])(F)F.[Pd+2]